COC(=O)C1=CC=2N(C=C1)N=CC2C2CC2 3-Cyclopropylpyrazolo[1,5-a]pyridine-5-carboxylic acid methyl ester